(4R)-2-{[(2S)-1,4-dioxan-2-yl]methyl}-4-methyl-N-[(5-methylpyrazin-2-yl)methyl]-8-(trifluoromethyl)-4,5-dihydro-2H-furo[2,3-g]indazole-7-carboxamide O1[C@H](COCC1)CN1N=C2C3=C(C[C@H](C2=C1)C)OC(=C3C(F)(F)F)C(=O)NCC3=NC=C(N=C3)C